N,N-di-i-propylethylamine C(C)(C)N(C(C)C)CC